(2R,4aR,9aR)-7-((E)-3-((1-benzyl-1H-1,2,3-triazol-4-yl)methoxy)-5-hydroxy-4-(3-methylbut-2-en-1-yl)styryl)-5-methoxy-1,1,4a-trimethyl-2,3,4,4a,9,9a-hexahydro-1H-xanthen-2-ol C(C1=CC=CC=C1)N1N=NC(=C1)COC=1C=C(/C=C/C2=CC(=C3O[C@@]4(CC[C@H](C([C@H]4CC3=C2)(C)C)O)C)OC)C=C(C1CC=C(C)C)O